N-(trans-4-((5-(Imidazo[1,2-a]pyridin-6-yl)-4-methoxypyrrolo[2,1-f][1,2,4]triazin-2-yl)amino)cyclohexyl)acetamide N=1C=CN2C1C=CC(=C2)C=2C=CN1N=C(N=C(C12)OC)N[C@@H]1CC[C@H](CC1)NC(C)=O